2-(6-bromo-1-oxo-4-prop-2-ylphthalazin-2-yl)-N-pyridazin-4-ylacetamide BrC=1C=C2C(=NN(C(C2=CC1)=O)CC(=O)NC1=CN=NC=C1)C(C)C